C(C1=CC=CC=C1)OC1=C(C(=CC(=C1C)O)O)C(=O)N1CCCC1 (2-benzyloxy-4,6-dihydroxy-3-methyl-phenyl)-pyrrolidin-1-yl-methanone